7-chloro-3-fluoropyrazolo[1,5-a]pyrimidine ClC1=CC=NC=2N1N=CC2F